ferrocenyl-formyl chloride [C-]1(C=CC=C1)C(=O)Cl.[CH-]1C=CC=C1.[Fe+2]